1-((R)-hydroxy((s)-5H-imidazo[5,1-a]isoindol-5-yl)methyl)cyclopropane-1-carboxamide O[C@H](C1(CC1)C(=O)N)[C@H]1N2C(C3=CC=CC=C13)=CN=C2